N-ethoxy-6-(thiazol-2-ylamino)nicotinamide ethyl-(R)-5-(2,4-difluorophenyl)-2-(hydroxymethyl)-3,4-dihydro-2H-pyrano[2,3-b]pyridine-7-carboxylate C(C)OC(=O)C1=CC(=C2C(=N1)O[C@H](CC2)CO)C2=C(C=C(C=C2)F)F.C(C)ONC(C2=CN=C(C=C2)NC=2SC=CN2)=O